C(C)(C)(C)OC(=O)N([C@@H]1CC[C@H](CC1)C1(OC2=C(O1)C(=CC(=C2C)C(=O)O)C=2C=NC(=CC2)N2C[C@@H](O[C@@H](C2)C)C)C)C 2-(trans-4-((tert-butoxycarbonyl)(methyl)amino)cyclohexyl)-7-(6-((2S,6R)-2,6-dimethylmorpholino)pyridin-3-yl)-2,4-dimethylbenzo[d][1,3]dioxole-5-carboxylic acid